N-(3-aminopropyl)-3-((4-bromofluorophenylthio)amino)quinoxaline-2-carboxamide NCCCNC(=O)C1=NC2=CC=CC=C2N=C1NSC1=C(C=C(C=C1)Br)F